C(C=C)(=O)OCCCCCCCCCCCCCCC[SiH2]CF acryloyloxypentadecylfluoromethylsilane